CC=1C2=C(SC1C(=O)N(CC1=NC=CC=C1)CCC(=O)NC)C=CC(=C2)C2=CN(C(C=C2)=O)C 3-methyl-5-(1-methyl-6-oxo-1,6-dihydropyridin-3-yl)-N-(3-(methylamino)-3-oxopropyl)-N-(pyridin-2-ylmethyl)benzo[b]thiophene-2-carboxamide